N[C@@H]1C2=CC=CC=C2CC12CCN(CC2)C=2N=CC1=C(N2)CN(C1=O)C1=C(C(=CC=C1)Cl)Cl (S)-2-(1-amino-1,3-dihydrospiro[indene-2,4'-piperidin]-1'-yl)-6-(2,3-dichlorophenyl)-6,7-dihydro-5H-pyrrolo[3,4-d]pyrimidin-5-one